C(C)(C)(C)N1C([C@](C2=CC(=CC(=C12)N(C(=O)OC(CCC)C1=C(C=CC=C1)C1=NN=NN1)CC)F)(C)N1C[C@@H](CCC1)OC1=CC=C(C=C1)S(=O)(=O)F)=O 1-(2-(1H-tetrazol-5-yl)phenyl)butan-1-ol tert-butyl-N-ethyl-N-[(3R)-5-fluoro-3-[(3R)-3-(4-fluorosulfonylphenoxy)-1-piperidyl]-3-methyl-2-OXO-indolin-7-yl]carbamate